3,4-dichloro-2-[hydroxy(3-methylpyridin-4-yl)methyl]phenol ClC=1C(=C(C=CC1Cl)O)C(C1=C(C=NC=C1)C)O